C(C)(=O)C=1C=C(C=CC1)NC(=O)NC=1C(=C2C(N(C=NC2=CC1)CCOC)=O)C1=CC=C(C=C1)C(F)(F)F 1-(3-acetylphenyl)-3-(3-(2-methoxyethyl)-4-oxo-5-(4-(trifluoromethyl)phenyl)-3,4-dihydroquinazolin-6-yl)urea